2-(4-chlorostyryl)-5-fluoroaniline ClC1=CC=C(C=CC2=C(N)C=C(C=C2)F)C=C1